FC1=CC(=C(C=C1F)CN(C(OCC1=CC=C(C=C1)OCC(C)C)=O)C1CCN(CC1)C)OC [4-(2-methylpropoxy)-phenyl]methyl N-[(4,5-difluoro-2-methoxyphenyl)methyl]-N-(1-methylpiperidin-4-yl)carbamate